O1CCN(CC1)C=1C=CC2=C(NC(=N2)C2=NNC3=CC=C(C=C23)C(=O)N2[C@H]3CN([C@@H](C2)C3)C(=O)OC(C)(C)C)C1 tert-butyl (1R,4R)-5-(3-(6-morpholino-1H-benzo[d]imidazol-2-yl)-1H-indazole-5-carbonyl)-2,5-diazabicyclo[2.2.1]heptane-2-carboxylate